(3R)-3-(4-Chlorophenyl)-2-[(5-chloropyrimidin-2-yl)methyl]-4-fluoro-6-{2-hydroxy-1-[(3R)-3-hydroxypyrrolidin-1-yl]butan-2-yl}-3-[(3S)-oxolan-3-yloxy]-2,3-dihydro-1H-isoindol-1-on ClC1=CC=C(C=C1)[C@@]1(N(C(C2=CC(=CC(=C12)F)C(CN1C[C@@H](CC1)O)(CC)O)=O)CC1=NC=C(C=N1)Cl)O[C@@H]1COCC1